COC1=CC(=C(C(=C1)Cl)Br)Cl 4-methoxy-2,6-dichloro-1-bromobenzene